[Pd-2](Cl)Cl.C1(=CC=CC=C1)P(C1=CC=CC=C1)C1=CC=CC=C1.C1(=CC=CC=C1)P(C1=CC=CC=C1)C1=CC=CC=C1 bis(triphenylphosphine) palladium (0) dichloride